Lithium (R,E)-2-((1-(4-(dimethylamino)but-2-enoyl)pyrrolidin-3-yl)oxy)acetate CN(C/C=C/C(=O)N1C[C@@H](CC1)OCC(=O)[O-])C.[Li+]